CC=1N=C(NC1C)C1=CC=CC(=N1)N1N=C(C=C1)C=O 1-(6-(4,5-dimethyl-1H-imidazol-2-yl)pyridin-2-yl)-1H-pyrazole-3-carbaldehyde